NC1=C(C(=O)NC2=CC(=C(C=C2)CC)O)C=CC=C1 2-Amino-N-(4-ethyl-3-hydroxyphenyl)benzamide